OCC1(CCN(CC1)C(=O)OC(C)(C)C)NC(CCCCC(=O)OC)=O tert-Butyl 4-(hydroxymethyl)-4-(6-methoxy-6-oxohexanamido)piperidine-1-carboxylate